1-(6-nitro-9-ethyl-carbazol-3-yl)-3-cyclohexyl-propan-1-one [N+](=O)([O-])C=1C=C2C=3C=C(C=CC3N(C2=CC1)CC)C(CCC1CCCCC1)=O